((((2r,3r,4r,5r)-5-(2,4-dioxo-3,4-dihydropyrimidin-1(2H)-yl)-4-fluoro-3-hydroxy-4-methyltetrahydrofuran-2-yl) methoxy)-(hydroxy) phosphorylamino) propanoate C(CC)(=O)ON=P(=O)OOC[C@H]1O[C@H]([C@]([C@@H]1O)(C)F)N1C(NC(C=C1)=O)=O